1-hydroxy-3-(2,4-dimethoxyphenyl)-7-methoxy-9H-xanthen-9-one OC1=CC(=CC=2OC3=CC=C(C=C3C(C12)=O)OC)C1=C(C=C(C=C1)OC)OC